C(#C)C=1SC=C(N1)NC(=O)NCC1=CC=C(C=C1)C=1C=CC=C2C=CN=C(C12)O 1-(2-Ethynylthiazol-4-yl)-3-(4-(1-hydroxyisoquinolin-8-yl)benzyl)urea